[2-Chloro-4-fluoro-5-(7-morpholin-4-yl-quinazolin-4-yl)-phenyl]-(4-hydroxymethyl-thiazol-2-yl)-methanol ClC1=C(C=C(C(=C1)F)C1=NC=NC2=CC(=CC=C12)N1CCOCC1)C(O)C=1SC=C(N1)CO